4-(5-methyl-6-(8-methyl-[1,2,4]triazolo[1,5-a]pyridin-6-yl)-1H-indazol-3-yl)-N-(2-(methylsulfonyl)ethyl)cyclohexan-1-amine CC=1C=C2C(=NNC2=CC1C=1C=C(C=2N(C1)N=CN2)C)C2CCC(CC2)NCCS(=O)(=O)C